CC1=CC=C(C=C2C(C=3C=CC(=CC3CC2)C(=O)O)=O)C=C1 6-(4-methylbenzylidene)-5-oxo-5,6,7,8-tetrahydronaphthalene-2-carboxylic acid